C(C)(C)(C)OC(=O)N1[C@H]2CN(C[C@@H]1CC2)C2=NC(=NC1=C(C(=C(C=C21)F)C2=C(C(=C(C(=C2C(F)(F)F)C)F)N)C#N)F)F (1R,5S)-3-(7-(3-amino-2-cyano-4-fluoro-5-methyl-6-(trifluoromethyl)phenyl)-2,6,8-trifluoroquinazolin-4-yl)-3,8-diazabicyclo[3.2.1]octane-8-carboxylic acid tert-butyl ester